apigenin chloride [Cl-].O1C(=CC(=O)C=2C(O)=CC(O)=CC12)C1=CC=C(O)C=C1